3,3-difluorocyclobutyl (3-(3,3-difluorocyclobutyl)-4-isoprop-yl-1-methyl-1H-pyrazol-5-yl)carbamate FC1(CC(C1)C1=NN(C(=C1C(C)C)NC(OC1CC(C1)(F)F)=O)C)F